C(C)N1C=CC=2C1=NC(=CC2C2=C(C(=CC=C2C)OC)C)C(=O)N 1-ethyl-4-(3-methoxy-2,6-dimethylphenyl)pyrrolo[2,3-b]pyridine-6-carboxamide